tert-butyl (2R,4S)-4-amino-2-methyl-piperidine-1-carboxylate N[C@@H]1C[C@H](N(CC1)C(=O)OC(C)(C)C)C